C(C)(C)(C)OC(=O)[C@](N)(CCC(N)=O)C(=O)O alpha-(tert-Butoxycarbonyl)-L-glutamine